C(C)(C)(C)C=1C=C(C=CC1)[C@H](C)NC(=O)C1=CC=C2C=C(N(C2=C1)CC)C (S)-N-(1-(3-(tert-butyl)phenyl)ethyl)-1-ethyl-2-methyl-1H-indole-6-carboxamide